C1=CC=C2C(=C1)C(C3=CC=CC=C32)COC(=O)NCCOCCOCCOCCOCCOCCOCCC(=O)O Fmoc-21-amino-4,7,10,13,16,19-hexaoxaheneicosanoic acid